lauroylchloride C(CCCCCCCCCCC)(=O)Cl